N-(4-fluorophenyl)pyrrolidin-2-one FC1=CC=C(C=C1)N1C(CCC1)=O